6-(Imidazo[1,2-a]pyridin-3-carbonyl)-N-(6-(trifluoromethyl)pyrimidin-4-yl)-4,5,6,7-tetrahydrothieno[2,3-c]pyridin-3-carboxamid N=1C=C(N2C1C=CC=C2)C(=O)N2CC1=C(CC2)C(=CS1)C(=O)NC1=NC=NC(=C1)C(F)(F)F